BrC=1C(=NC(=CC1)Cl)NC1CC(C1)(O)C (1s,3s)-3-((3-bromo-6-chloropyridin-2-yl)amino)-1-methylcyclobutan-1-ol